C(C)C1=CC=CC2=C(C3=C(C=CC=C3C(=C12)C(=O)OCC(C)C)CC)C(=O)OCC(C)C 1,5-diethyl-9,10-bis(isobutoxycarbonyl)anthracene